(R)-N-(4-(3-((5-chloropyrimidin-2-yl)amino)pyrrolidine-1-carbonyl)-2-((2-(dimethylamino)ethyl)(methyl)amino)phenyl)acrylamide ClC=1C=NC(=NC1)N[C@H]1CN(CC1)C(=O)C1=CC(=C(C=C1)NC(C=C)=O)N(C)CCN(C)C